4-methyl-3-oxoquinuclidin-1-ium chloride [Cl-].CC12C(C[NH+](CC1)CC2)=O